3-[[6-[(4-fluoro-2-pyridyl)amino]-1,3-benzothiazol-2-yl]carbamoyl]bicyclo[2.2.1]hept-5-ene-2-carboxylic acid FC1=CC(=NC=C1)NC1=CC2=C(N=C(S2)NC(=O)C2C(C3C=CC2C3)C(=O)O)C=C1